BrC1=CC(=C(C=C1)\C(\C)=N\[S@](=O)C(C)(C)C)OCOC (R,E)-N-(1-(4-bromo-2-(methoxymethoxy)phenyl)ethylidene)-2-methylpropane-2-sulfinamide